FC1=CC(=C(C=N1)NC(=O)C1(CN(C1)C(=O)OCCCC)C1=C(C=CC=C1)C(C)C)OC butyl 3-((6-fluoro-4-methoxypyridin-3-yl)carbamoyl)-3-(2-isopropylphenyl)azetidine-1-carboxylate